C(C)OC(=O)C=1C=NN2C1N=C(C=C2)N2[C@H]1CO[C@@H](C2)C1 5-[(1R,4R)-2-oxa-5-azabicyclo[2.2.1]Heptan-5-yl]Pyrazolo[1,5-a]Pyrimidine-3-carboxylic acid ethyl ester